C1(CCCC1)P(OC)(OC1=C(C(=CC(=C1)CCCCC)OP(OC)(=O)C1CCCC1)C1=CC(=CC=C1)C)=O dimethyl (3'-methyl-4-pentyl-[1,1'-biphenyl]-2,6-diyl) bis(cyclopentylphosphonate)